1,2-diphenyl-3-(4-methoxyphenylthio)propan-1-one C1(=CC=CC=C1)C(C(CSC1=CC=C(C=C1)OC)C1=CC=CC=C1)=O